3-fluoro-N-(6-(1-methyl-1H-pyrazol-4-yl)isoquinolin-3-yl)azetidine-3-carboxamide FC1(CNC1)C(=O)NC=1N=CC2=CC=C(C=C2C1)C=1C=NN(C1)C